C(C#CC=CC=C)O 4,6-Heptadien-2-yn-1-ol